C1(CCCC1)C=O cyclopentane-1-carboxaldehyde